N'-(2,5-dimethyl-4-{[3-(2,2,3,3-tetrafluoro-propoxy)phenyl]sulfanyl}phenyl)-N-ethyl-N-methylimidoformamide CC1=C(C=C(C(=C1)SC1=CC(=CC=C1)OCC(C(F)F)(F)F)C)N=CN(C)CC